CN1CC2=CC=C(C=C2CC1)C(=O)N 2-methyl-1,2,3,4-tetrahydroisoquinoline-6-carboxamide